C(C)(C)(C)N(C(O)=O)CCOCCOCCNC1=NC(=NC=C1C=O)SC.N1C(=NC=C1)C1CCN(CC1)C(=O)C1=CC=C(C=C1)C1=C(C=CC=C1)F (4-(1H-imidazol-2-yl)piperidin-1-yl)(2'-fluoro-[1,1'-biphenyl]-4-yl)methanone tert-Butyl-(2-(2-(2-((5-formyl-2-(methylthio)pyrimidin-4-yl)amino)ethoxy)ethoxy)ethyl)carbamate